NCC=1N=CC(=NC1)C(=O)NC1=C(C=CC=C1)NC(OC(C)(C)C)=O tert-butyl (2-(5-(aminomethyl)pyrazine-2-carboxamido)phenyl)carbamate